3-(2-methylpyrimidin-5-yl)-3-(6-((5,6,7,8-tetrahydro-1,8-naphthyridin-2-yl)methyl)-2-azaspiro[3.3]hept-2-yl)propionic acid CC1=NC=C(C=N1)C(CC(=O)O)N1CC2(C1)CC(C2)CC2=NC=1NCCCC1C=C2